C[C@H]1CNCC[C@H]1NC1CCOCC1 (3S,4R)-3-methyl-N-(tetrahydro-2H-pyran-4-yl)piperidin-4-amine